ClC=1C(=NC(=NC1)NC=1C=C2CCN(CC2=CC1OC)C)NC=1C=CC=C2CNC(C12)=O 7-((5-chloro-2-((7-methoxy-2-methyl-1,2,3,4-tetrahydroisoquinolin-6-yl)amino)pyrimidin-4-yl)amino)isoindolin-1-one